C(C)OC(C(C(=O)NCC1=CC(=CC=C1)OC)CC1CC1)=O 2-(cyclopropylmethyl)-3-((3-methoxybenzyl)amino)-3-oxopropanoic acid ethyl ester